4-(2-(6-methylpyridin-2-yl-6,7-dihydro-5H-pyrrolo[1,2-a]imidazol-3-yl)pyridin-2-yl)-1,4,5,6-tetrahydropyrrolo[3,4-d]imidazole CC1=CC=CC(=N1)C=1N=C2N(C1C1(NC=CC=C1)C1NCC=3NC=NC31)CCC2